3-(5-Chloro-3-oxo-2-phenylindolin-2-yl)-1-ethyl-4-hydroxypyrrolidine-2,5-dione ClC=1C=C2C(C(NC2=CC1)(C1=CC=CC=C1)C1C(N(C(C1O)=O)CC)=O)=O